C(C)(C)N1C=NC=2C1=NC(=CC2NC2CCN(CC2)C(=O)OC2CN(C2)C(=O)OC(C)(C)C)C 1-(tert-butoxycarbonyl)azetidin-3-yl 4-((3-isopropyl-5-methyl-3H-imidazo[4,5-b]pyridin-7-yl)amino)piperidine-1-carboxylate